C(C1CO1)OCCC[Si](O[Si](CCCOCC1CO1)(OC)OC)(OC)OC 1,3-bis(3-glycidoxypropyl)tetramethoxydisiloxane